[2H]C(OC=1C=C(C=NC1)B(O)O)([2H])[2H] [5-(trideuteriomethoxy)pyridin-3-yl]boronic acid